1,1,1,3,3,3-hexafluoro-2-n-propoxypropane FC(C(C(F)(F)F)OCCC)(F)F